BrC1=C(C=C(C(=C1)[N+](=O)[O-])F)C(C(=O)O)C 2-(2-bromo-5-fluoro-4-nitrophenyl)propionic acid